(1S,3R)-3-acetamido-N-(4-(1-(cyclopropylmethyl)-4-fluoro-1H-benzo[d]imidazol-6-yl)-5-methylpyridin-2-yl)cyclohexane-1-carboxamide C(C)(=O)N[C@H]1C[C@H](CCC1)C(=O)NC1=NC=C(C(=C1)C=1C=C(C2=C(N(C=N2)CC2CC2)C1)F)C